FC=1C=CC2=C(NC(=N2)C(=O)C2=CNC3=CC=CC=C23)C1 (6-fluoro-1H-benzo[d]imidazol-2-yl)(1H-indol-3-yl)methanone